S1C=NC(=C1)C(C)O 1-(thiazol-4-yl)ethan-1-ol